(1S,3S)-3-((2-methyl-6-(1-methyl-5-(2-(3,5,5-trimethylhexanamido)ethyl)-1H-1,2,3-triazol-4-yl)pyridin-3-yl)oxy)cyclohexane-1-carboxylic acid CC1=NC(=CC=C1O[C@@H]1C[C@H](CCC1)C(=O)O)C=1N=NN(C1CCNC(CC(CC(C)(C)C)C)=O)C